C(#N)[C@H]1N(CC(C1)(F)F)C(CNC(=O)C1=CC=NC2=CC(=CC=C12)OCCCN1CCNCC1)=O (S)-N-(2-(2-cyano-4,4-difluoropyrrolidin-1-yl)-2-oxoethyl)-7-(3-(piperazin-1-yl)propoxy)quinoline-4-carboxamide